(S)-3-aminopentanoic acid N[C@H](CC(=O)O)CC